O=C(C(=O)NCC(=O)N[C@@H](CC(C)C)C(=O)OC)[C@H]1N(CCC1)C(CNC(=O)C1=CC=NC2=CC=CC=C12)=O Methyl (2-oxo-2-((S)-1-((chinolin-4-carbonyl)glycyl)pyrrolidin-2-yl)acetyl)glycyl-L-leucinat